CC1(OC2=CC(=CC=C2C=C1C=C)N1CCN(CC1)C)C 1-(2,2-dimethyl-3-vinyl-2H-chromen-7-yl)-4-methylpiperazine